OC(C=O)C hydroxy-propionaldehyde